ClC=1C=C(C=CC1Cl)CC(=O)NC=1SC2=C(N1)C=CC(=C2)C(=O)O 2-(2-(3,4-dichlorophenyl)acetamido)benzo[d]thiazole-6-carboxylic acid